NCC1C2(C1)C1=C(CN(S2(=O)=O)C)C=CC(=C1)C(F)(F)F 2'-(aminomethyl)-3-methyl-7-trifluoromethyl-3,4-dihydrospiro[benzo[d][1,2]thiazine-1,1'-cyclopropane]-2,2-dioxide